Methyl (Z)-1-(4-amino-2-fluorobut-2-en-1-yl)-4-(3-(piperidin-1-ylsulfonyl)phenyl)-1H-benzo[d]imidazole-6-carboxylate NC\C=C(\CN1C=NC2=C1C=C(C=C2C2=CC(=CC=C2)S(=O)(=O)N2CCCCC2)C(=O)OC)/F